2-methanesulfonyl-N,N-dimethyl-7-oxo-8-phenyl-5-[2-(triisopropylsilyl)ethynyl]pyrido[2,3-d]pyrimidine-6-carboxamide CS(=O)(=O)C=1N=CC2=C(N1)N(C(C(=C2C#C[Si](C(C)C)(C(C)C)C(C)C)C(=O)N(C)C)=O)C2=CC=CC=C2